(S)-(3,3-difluoroazetidin-1-yl)(4-(4-((5-(1-(difluoromethyl)-1H-pyrazol-4-yl)-4-(3-hydroxypiperidin-1-yl)pyridin-2-yl)amino)pyrimidin-2-yl)-3-fluoro-5-methoxyphenyl)methanone FC1(CN(C1)C(=O)C1=CC(=C(C(=C1)OC)C1=NC=CC(=N1)NC1=NC=C(C(=C1)N1C[C@H](CCC1)O)C=1C=NN(C1)C(F)F)F)F